ClC=1C(=CC(=NC1)F)C1=CC=C2CN(C(C2=C1)=O)[C@@H](C(=O)N[C@H](CO)C1=CC(=CC=C1)OC)C (2R)-2-[6-(5-chloro-2-fluoropyridin-4-yl)-1-oxo-2,3-dihydro-1H-isoindol-2-yl]-N-[(1S)-2-hydroxy-1-(3-methoxyphenyl)ethyl]propanamide